methyl 5-(((tert-butoxycarbonyl)amino)methyl)-2-methoxythiophene-3-carboxylate C(C)(C)(C)OC(=O)NCC1=CC(=C(S1)OC)C(=O)OC